2-[1-(pyridin-3-yl)azetidin-3-yl]ethanon N1=CC(=CC=C1)N1CC(C1)CC=O